(1r,4r)-4-(8-(5-cyclopropyl-2-ethoxy-4-(5-fluoropyridin-2-yl)benzyl)-2-oxo-1-oxa-3,8-diazaspiro[4.5]decan-3-yl)-1-methylcyclohexanecarboxylic acid C1(CC1)C=1C(=CC(=C(CN2CCC3(CN(C(O3)=O)C3CCC(CC3)(C(=O)O)C)CC2)C1)OCC)C1=NC=C(C=C1)F